(3R)-N-[3-[2-[2-[2-(2-aminoethoxy)ethoxy]ethylamino]-8-methyl-7-oxopyrido[2,3-d]pyrimidin-6-yl]-2,4-difluorophenyl]-3-fluoropyrrolidine-1-sulfonamide hydrochloride Cl.NCCOCCOCCNC=1N=CC2=C(N1)N(C(C(=C2)C=2C(=C(C=CC2F)NS(=O)(=O)N2C[C@@H](CC2)F)F)=O)C